CC(C)(OC(NCCOCCOCCOCC(=O)O)=O)C 2,2-dimethyl-4-oxo-3,8,11,14-tetraoxa-5-azahexadecane-16-oic acid